BrC=1C(OCC1Br)=O 3,4-dibromo-2(5H)-furanone